NC1=NN2C(N=C(C=C2)C=2C=C3CN(C(C3=C(C2)NS(=O)(=O)C)=O)[C@@H](C)C2CC2)=C1C(=O)NC1=CC=NC=C1 (S)-2-amino-5-(2-(1-cyclopropylethyl)-7-(methylsulfonamido)-1-oxoisoindolin-5-yl)-N-(pyridin-4-yl)pyrazolo[1,5-a]pyrimidine-3-carboxamide